methyl 5-(methoxymethyl)-2-nitrobenzoate COCC=1C=CC(=C(C(=O)OC)C1)[N+](=O)[O-]